6-(4-(4-(2-methoxyphenyl)piperazin-1-yl)butoxy)-2H-benzo[B][1,4]oxazin-3(4H)-one hydrochloride Cl.COC1=C(C=CC=C1)N1CCN(CC1)CCCCOC1=CC2=C(OCC(N2)=O)C=C1